4-[4-(4,4,5,5-tetramethyl-1,3,2-dioxaborolan-2-yl)phenyl]morpholine CC1(OB(OC1(C)C)C1=CC=C(C=C1)N1CCOCC1)C